METHYLSELENINIC ACID C[Se](=O)O